2,4-bis(2,4-dimethylphenyl)-6-[2-hydroxy-4-(3-ethylpropoxy)-5-nonyloxy-α-cumyl]-s-triazine CC1=C(C=CC(=C1)C)C1=NC(=NC(=N1)C1=C(C=C(C=C1)C)C)C(C)(C)C1=C(C=C(C(=C1)OCCCCCCCCC)OCCCCC)O